CC(C=O)(C)N1CCOCC1 2-Methyl-2-morpholinopropane-1-one